bromotris(dimethylamino)phosphine hexafluorophosphate F[P-](F)(F)(F)(F)F.BrP(N(C)C)(N(C)C)N(C)C